ClC=1C=C2C(=C(C(N(C2=NC1C1=C(C=CC=C1)F)C=1C(=NC=CC1C(C)C)C(C)C)=O)C#N)N1CCN(CC1)C(=O)OC(C)(C)C tert-Butyl 4-(6-chloro-3-cyano-1-(2,4-diisopropylpyridin-3-yl)-7-(2-fluorophenyl)-2-oxo-1,2-dihydro-1,8-naphthyridin-4-yl)piperazine-1-carboxylate